CN(C(CNS(=O)(=O)C1=CC=C2C=CNC2=C1)C1=CN(C2=CC=CC=C12)C)C N-(2-(dimethylamino)-2-(1-methyl-1H-indol-3-yl)ethyl)-1H-indole-6-sulfonamide